9,9-bis(3,4-dicarboxyphenyl)fluorenediic acid anhydride C(=O)(O)C=1C=C(C=CC1C(=O)O)C1(C2=CC=CC=C2C2=CC=C3C(=C12)C(=O)OC3=O)C3=CC(=C(C=C3)C(=O)O)C(=O)O